BrC1=CC=C(C=N1)C1=NOC(=N1)C(=O)NC1=C(C=C(C=C1)Cl)Cl 3-(6-bromopyridin-3-yl)-N-(2,4-dichlorophenyl)-1,2,4-oxadiazole-5-carboxamide